6-methyl-2-(oxazol-2-yl)-N-(3-phenylpropyl)thieno[2,3-d]pyrimidin-4-amine CC1=CC2=C(N=C(N=C2NCCCC2=CC=CC=C2)C=2OC=CN2)S1